C1(=CC=CC=C1)CS(=O)(=O)OC1=C(O[C@](C1=O)([2H])C1=CC=CC=C1)N (R)-2-amino-4-oxo-5-phenyl-4,5-dihydrofuran-3-yl-5-d phenylmethanesulfonate